C1N(CC12CCNCC2)C2=CN=NC1=CC=C(C=C21)CC(F)(F)F 4-(2,7-Diazaspiro[3.5]non-2-yl)-6-(2,2,2-trifluoroethyl)cinnoline